4-amino-7-cyano-N-(3-hydroxy-3-methylbutyl)-5H-pyrido[3,2-b]indole-3-carboxamide NC1=C(C=NC2=C1NC=1C=C(C=CC21)C#N)C(=O)NCCC(C)(C)O